C12CN(CC2C1)CCOCC1=CC=C(C=N1)C1=CC=2C3=C(N=NC2C=C1)N(C(N3C3CCOCC3)=O)C 8-(6-((2-(3-azabicyclo[3.1.0]hexan-3-yl)ethoxy)methyl)pyridin-3-yl)-3-methyl-1-(tetrahydro-2H-pyran-4-yl)-1H-imidazo[4,5-c]cinnolin-2(3H)-one